3-(4,5-Dihydrooxazol-2-yl)-4-(methylamino)-1-phenyl-7-(trifluoromethyl)-1,8-naphthyridin-2(1H)-one O1C(=NCC1)C=1C(N(C2=NC(=CC=C2C1NC)C(F)(F)F)C1=CC=CC=C1)=O